chlorodicyclohex-ylphosphine ClP(C1CCCCC1)C1CCCCC1